(2-di-t-butylphosphino-2',4',6'-triisopropyl-1,1'-biphenyl-2-yl)palladium (II) C(C)(C)(C)P(C1(C(=CC=CC1)C1=C(C=C(C=C1C(C)C)C(C)C)C(C)C)[Pd+])C(C)(C)C